CN1CCC(CC1)NC(=O)C=1C=C2C(=NC1)NC=C2C2=CC=1N(C=C2)N=CC1 N-(1-methylpiperidin-4-yl)-3-(pyrazolo[1,5-a]pyridin-5-yl)-1H-pyrrolo[2,3-b]pyridine-5-carboxamide